4-[[(2S)-1,4-dioxan-2-yl]methoxy]-1-methyl-9-(3-methyl-2-pyridyl)-6,7-dihydrobenzo[a]quinolizin-2-one O1[C@@H](COCC1)COC=1N2CCC3=C(C2=C(C(C1)=O)C)C=CC(=C3)C3=NC=CC=C3C